C(C)(=O)O[C@@]1(CC[C@H]2[C@@H]3CCC4=CC(CCC4=C3[C@H](C[C@]12C)C1=CC=C(C=C1)N(C)CCCCCO)=O)C(C)=O (8S,11R,13S,14S,17R)-17-Acetyl-11-(4-((5-hydroxypentyl)(methyl)amino) phenyl)-13-methyl-3-oxo-2,3,6,7,8,11,12,13,14,15,16,17-dodecahydro-1H-cyclopenta[a]phenanthren-17-yl Acetate